(6-(4-methoxyphenyl)-5-methyl-7-oxo-2-phenyl-4,7-dihydropyrazolo[1,5-a]pyrimidin-3-yl)-N-methylcyclopropyl-carboxamide COC1=CC=C(C=C1)C1=C(NC=2N(C1=O)N=C(C2N(C(=O)C2CC2)C)C2=CC=CC=C2)C